2-(5-Chloropyridin-3-yl)-N4-isopropyl-6-phenyl-1,3,5-triazine-2,4-diamine ClC=1C=C(C=NC1)C1(NC(=NC(=N1)NC(C)C)C1=CC=CC=C1)N